FC1=CC=C(C=C1)C1C(=C(NC=2N1N=C(C2)C(=O)N2CCNCC2)C)C(=O)NC=2C=C1C=NNC1=CC2 7-(4-fluorophenyl)-N-(1H-indazol-5-yl)-5-methyl-2-(piperazine-1-carbonyl)-4,7-dihydropyrazolo[1,5-a]pyrimidine-6-carboxamide